(4-amino-1-isopropyl-pyrazolo[3,4-d]pyrimidin-3-yl)-N-(1-methylpyrazol-3-yl)-1H-indole-2-carboxamide NC1=C2C(=NC=N1)N(N=C2N2C(=CC1=CC=CC=C21)C(=O)NC2=NN(C=C2)C)C(C)C